COC(NC(=O)N1C=NC=C1)=N 2-methyl-1-(1-imidazolylcarbonyl)-isourea